FC1=CC=C(C=C1)C1=NC(=NC(=C1/C=C/[C@H](C[C@H](CC(=O)O)O)O)C(C)C)N(S(=O)(=O)C)C (E)-7-[4-(4-fluorophenyl)-6-isopropyl-2-[methyl(methylsulfonyl)amino]pyrimidin-5-yl](3R,5S)-3,5-dihydroxyhept-6-enoic acid